pyrid-2-ol N1=C(C=CC=C1)O